C(C)(C)(C)OC(N[C@@H]1CC[C@H](CC1)OC=1C=CC2=C(CC(C=3C(=NC=NC23)N)(C)C)C1[N+](=O)[O-])=O.CC(C)(CCC(CC)OOC(C)(C)C)OOC(C)(C)C 2,6-dimethyl-2,5-bis(t-butylperoxy)hexane tert-butyl-N-[trans-4-[(4-amino-5,5-dimethyl-7-nitro-6H-benzo[h]quinazolin-8-yl)oxy]cyclohexyl]carbamate